Isopropyltris(dimethylamino)tin C(C)(C)[Sn](N(C)C)(N(C)C)N(C)C